1-(5-{[(5-chlorothiophen-2-yl)methyl](methyl)amino}-4-methoxy-3-(morpholin-3-yl)-1H-pyrazol-1-yl)-2,2-dimethylpropan-1-one ClC1=CC=C(S1)CN(C1=C(C(=NN1C(C(C)(C)C)=O)C1NCCOC1)OC)C